C(CCCCCCCCC=C)=O 10-undecenal